tert-butyl 4-(2-hydroxy-5-methylbenzamido)piperidine-1-carboxylate OC1=C(C(=O)NC2CCN(CC2)C(=O)OC(C)(C)C)C=C(C=C1)C